N-(6-([1,1'-biphenyl]-3-ylmethyl)-5-(2,2,2-trifluoroacetyl)-5-azaspiro[2.4]heptan-7-yl)methanesulfonamide C1(=CC(=CC=C1)CC1N(CC2(CC2)C1NS(=O)(=O)C)C(C(F)(F)F)=O)C1=CC=CC=C1